COC1OC2=C(S1)C(=CC=C2)C(F)(F)F 2-Methoxy-4-(trifluoromethyl)-1,3-benzoxathiolan